rac-1-((8,8-Dimethyl-1,4-dioxaspiro[4.5]decan-7-yl)methyl)-1H-benzo[d]imidazole-6-carbonitrile CC1([C@@H](CC2(OCCO2)CC1)CN1C=NC2=C1C=C(C=C2)C#N)C |r|